N[C@H]1CN(CCC1)C(=O)C=1C=CC=2N(C1)N=C(C2C)C=2N(C1=C(C=CC=C1C2)C2CCN(CC2)C(=O)C2CCC(CC2)O)CC2CC2 ((R)-3-aminopiperidin-1-yl)(2-(1-(cyclopropylmethyl)-7-(1-((1s,4s)-4-hydroxycyclohexane-1-carbonyl)piperidin-4-yl)-1H-indol-2-yl)-3-methylpyrazolo[1,5-a]pyridin-6-yl)methanone